methyl-2-(1-hydroxy-6,6,9-trimethyl-3-pentyl-6a,7,8,10a-tetrahydro-6H-benzo[c]chromene-2-carboxamido)acetate COC(CNC(=O)C=1C(=C2C3C(C(OC2=CC1CCCCC)(C)C)CCC(=C3)C)O)=O